FC1=C(C=C(C=C1)F)C(=O)N1CCC2(C(N3[C@H](O2)CC[C@H]3C3=CC=CC=C3)=O)CC1 (5'S,7a'R)-1-(2,5-difluorobenzene-1-carbonyl)-5'-phenyltetrahydro-3'H-spiro[piperidine-4,2'-pyrrolo[2,1-b][1,3]oxazol]-3'-one